(R)-N-(2-fluoro-4-chlorophenyl)-2-hydroxypropionamide FC1=C(C=CC(=C1)Cl)NC([C@@H](C)O)=O